C(C)(=O)N1CCN(CC1)C1=CC(=NC(=N1)NC1CCC(CC1)(F)F)N1N=C(C=C1)C(=O)OCC ethyl 1-(6-(4-acetylpiperazin-1-yl)-2-((4,4-difluoro cyclohexyl)amino) pyrimidin-4-yl)-1H-pyrazole-3-carboxylate